6,7-dimethoxy-9-(2-((2-propoxyethyl)amino)pyrimidin-5-yl)naphtho[2,3-c]furan-1(3H)-one COC1=CC2=CC3=C(C(OC3)=O)C(=C2C=C1OC)C=1C=NC(=NC1)NCCOCCC